5'-chloro-4-(3-chloroanilino)-2'-[(2R)-2-methyl-3-{[(5R)-5-methyl-5,6,7,8-tetrahydroquinolin-4-yl]oxy}propyl]-2',3'-dihydrospiro[cyclohexane-1,1'-isoindole]-4-carboxylic acid ClC=1C=C2CN(C3(C2=CC1)CCC(CC3)(C(=O)O)NC3=CC(=CC=C3)Cl)C[C@H](COC3=CC=NC=1CCC[C@H](C31)C)C